(R)-Allyl 1-(4-chloro-3-((1-methoxy-3-methyl-1-oxobutan-2-yl)oxy)benzyl)-2,3-dimethyl-1H-indole-5-carboxylate ClC1=C(C=C(CN2C(=C(C3=CC(=CC=C23)C(=O)OCC=C)C)C)C=C1)O[C@@H](C(=O)OC)C(C)C